NCCS(=O)(=O)[O-].C(CCCCCCCCCCCCC)(=O)O.[K+] potassium myristate taurate